N'-(4-benzyloxy-2-cyclopropyl-phenyl)-6-bromo-4-chloro-pyrrolo[1,2-b]pyridazine-3-carboxamidine C(C1=CC=CC=C1)OC1=CC(=C(C=C1)N=C(N)C1=C(C=2N(N=C1)C=C(C2)Br)Cl)C2CC2